COC1=CC=C(C=N1)CN1N=CC(=C1)CNC1=NC=2N([C@H](C(NC2C(=N1)C)=O)C)C (7S)-2-(((1-((6-methoxypyridin-3-yl)methyl)-1H-pyrazol-4-yl)methyl)amino)-4,7,8-trimethyl-7,8-dihydropteridin-6(5H)-one